FC(C(=O)O)(F)F.C1(CC1)N1C=NC2=C1C=CC(=C2)C#CC2=CN(C1=C2C(=NC=C1)N)[C@@H]1CN[C@H](C1)COC 3-((1-cyclopropyl-1H-benzo[d]imidazol-5-yl)ethynyl)-1-((3S,5R)-5-(methoxymethyl)pyrrolidin-3-yl)-1H-pyrrolo[3,2-c]pyridin-4-amine 2,2,2-trifluoroacetate